5-(cyclohexylmethyl)pyridin C1(CCCCC1)CC=1C=CC=NC1